Cl[C@H](C1=CC2=C(C(=NO2)NS(=O)(=O)C2=C(C=CC=C2OC)OC)C2=C1CCO2)C2=NC=CC=C2 (R)-N-(4-(chloro(pyridin-2-yl)methyl)-2,3-dihydrobenzofuro[7,6-d]isoxazol-8-yl)-2,6-dimethoxybenzenesulfonamide